(3aR,6aR)-5-cyano-N-(2'-methyl-[3,4'-bipyridin]-6-yl)hexahydropyrrolo[3,4-b]pyrrole-1(2H)-carboxamide C(#N)N1C[C@@H]2N(CC[C@@H]2C1)C(=O)NC1=CC=C(C=N1)C1=CC(=NC=C1)C